C1(CC1)COC=1C=C(/C=C/C2=CC(NC=C2)OC)C=CC1OC(F)F (E)-4-[3-(cyclopropylmethoxy)-4-(difluoromethoxy)styryl]-2-methoxy-1,2-dihydropyridine